CCCCOC(=O)C1C=CC(O)=CC=1 Butyl P-Hydroxy Benzoate